CC(C(=O)OCCCC)CC Butyl 2-methylbutyrate